1-(4-Bromo-3,5-difluorophenyl)cyclobutan-1-ol BrC1=C(C=C(C=C1F)C1(CCC1)O)F